4-(4-((4-tert-butylpiperazin-1-yl)methyl)-3-methylbenzylamino)-2-(2,6-dioxopiperidin-3-yl)isoindoline-1,3-dione C(C)(C)(C)N1CCN(CC1)CC1=C(C=C(CNC2=C3C(N(C(C3=CC=C2)=O)C2C(NC(CC2)=O)=O)=O)C=C1)C